4-[5-(4-methylphenyl)-3-(trifluoromethyl)-1H-pyrazol-1-yl]benzenesulfonamide CC1=CC=C(C=C1)C1=CC(=NN1C1=CC=C(C=C1)S(=O)(=O)N)C(F)(F)F